N1(N=CC=C1)CC=1C=CC(=NC1OC)C(=O)N[S@@](=O)(=N)C1=C(C=CC=C1OC)OC1CCC1 (S)-5-((1H-pyrazol-1-yl)methyl)-N-(2-cyclobutoxy-6-methoxyphenylsulfonimidoyl)-6-methoxypicolinamide